N1[C@H](CC1)COC1=C(N(N=C1)C)C1=CC=2N(C=C1)N=C(C2)NC2=NC(=CN=C2)C 5-[4-[[(2R)-azetidin-2-yl]methoxy]-2-methyl-pyrazol-3-yl]-N-(6-methylpyrazin-2-yl)pyrazolo[1,5-a]pyridin-2-amine